CC(CCN1C=NC2=CC=CC(=C2C1=O)NC(OC(C)(C)C)=O)(C)C tert-butyl (3-(3,3-dimethylbutyl)-4-oxo-3,4-dihydroquinazolin-5-yl)carbamate